ethylene glycol mono-sec-Butyl ether acetate C(C)(=O)OCCOC(C)CC